N-(2-(1-(4-(2,6-dioxopiperidin-3-yl)benzyl)piperidin-4-yl)-5-(2-hydroxypropane-2-yl)benzo[d]thiazol-6-yl)-6-(trifluoromethyl)nicotinamide O=C1NC(CCC1C1=CC=C(CN2CCC(CC2)C=2SC3=C(N2)C=C(C(=C3)NC(C3=CN=C(C=C3)C(F)(F)F)=O)C(C)(C)O)C=C1)=O